N-glycinylcarbamoyladenosine NCC(=O)NC(=O)NC=1C=2N=CN([C@H]3[C@H](O)[C@H](O)[C@@H](CO)O3)C2N=CN1